C(C)(=O)O[C@@H]1[C@H](O[C@H]([C@@H]1OC(C)=O)N1N=CC=2C1=NC(=NC2NOCC2=CC=CC=C2)Cl)COC(C)=O (2R,3R,4R,5R)-2-(acetoxymethyl)-5-(4-((benzyloxy)amino)-6-chloro-1H-pyrazolo[3,4-d]pyrimidin-1-yl)tetrahydrofuran-3,4-diyl diacetate